FC=1C(=C(C=CC1)B(O)O)C 3-fluoro-2-methyl-phenyl-boronic acid